C(C)OC(=O)C=1N(C2=CC=C(C=C2C1)[N+](=O)[O-])C(C)C 1-Isopropyl-5-nitro-1H-indole-2-carboxylic acid ethyl ester